ClC1=CC(=CC(=N1)C1=CC(=NC=N1)C(=O)NC)[C@@H]1CNC[C@H](O1)C(C(F)(F)F)O trans-6-(6-chloro-4-(6-(2,2,2-trifluoro-1-hydroxyethyl)morpholin-2-yl)pyridin-2-yl)-N-methylpyrimidine-4-carboxamide